Cl.N[C@@H]1CC[C@H](CC1)C(=O)N(C)C trans-4-amino-N,N-dimethylcyclohexanecarboxamide hydrochloride